C(#N)[C@H]1N(CCC1)C(CN1C[C@H](CC1)NC(=O)C1=COC2=C1C=CC=C2C)=O N-((S)-1-(2-((S)-2-cyanopyrrolidin-1-yl)-2-oxoethyl)pyrrolidin-3-yl)-7-methylbenzofuran-3-carboxamide